CC=1N2C=NN=C2C=2CN(CC2C1C)C(CC1CN(C1)C=1C=NC(=CC1)C(F)(F)F)=O 1-(4,5-Dimethyl-6,8-dihydro-1,2,3a,7-tetraaza-as-indacen-7-yl)-2-[1-(6-trifluoromethyl-pyridin-3-yl)-azetidin-3-yl]-ethanone